NC1=NN(C2=CC=C(C=C12)F)C(=O)NC1=NC(=CC=C1)C1=NN=CN1C(C)C 3-amino-5-fluoro-N-(6-(4-isopropyl-4H-1,2,4-triazol-3-yl)pyridin-2-yl)-1H-indazole-1-carboxamide